C(C)(C)(C)OC(=O)N1CCN(CC1)C1=CC(=C(C=C1)B1OC(C(O1)(C)C)(C)C)F 4-(3-fluoro-4-(4,4,5,5-tetramethyl-1,3,2-dioxaborolan-2-yl)phenyl)piperazine-1-carboxylic acid tert-butyl ester